OCC1CN(C1)CCCC(=O)OC(CCCCCCCC(=O)OC\C=C/CCCCCC)CCCCCCCC(=O)OC\C=C/CCCCCC di((Z)-non-2-en-1-yl) 9-((4-(3-(hydroxymethyl)azetidin-1-yl)butanoyl)oxy)-heptadecanedioate